FC(CCSC1=C(C(=O)NCCC(C)C)C=CC=C1)(C1=CC=C(C=C1)F)F 2-[[3,3-Difluoro-3-(4-fluorophenyl)-propyl]sulfanyl]-N-(3-methyl-butyl)-benzamide